ClC1=CC2=C(C(=NNC2=O)C(C)C)O1 2-chloro-7-isopropyl-5H-furo[2,3-d]pyridazin-4-one